FC1=C(C=C(C=C1)C=C1OC(C2=CC(=CC=C12)F)=O)N1C(C(C2=CC=CC=C12)(C)O)=O 1-(2-fluoro-5-((5-fluoro-3-oxoisobenzofuran-1(3H)-ylidene)methyl)phenyl)-3-hydroxy-3-methylindolin-2-one